BENZO[7]ANNULENE C1C=CC=C2C1=CC=CC=C2